Cl.C(C1=CC=CC=C1)OC(=O)N1CCNC([C@@H](C1)N)=O (6R)-6-amino-5-oxo-1,4-diazepane-1-carboxylic acid benzyl ester hydrochloride